CN1C[C@@H](CC1)O |r| (R/S)-N-methyl-3-hydroxypyrrolidine